COC1=CC=C(C=C[Mg]Br)C=C1 4-methoxystyrylmagnesium bromide